9,9'-((3-(3-methyl-9H-carbazol-9-yl)-4-(2-(2,2'',6,6''-tetraphenyl-[4,2':6',4''-terpyridin]-4'-yl)phenyl)pyridine-2,6-diyl)bis(4,1-phenylene))bis(3-methyl-9H-carbazole) CC=1C=CC=2N(C3=CC=CC=C3C2C1)C=1C(=NC(=CC1C1=C(C=CC=C1)C1=CC(=NC(=C1)C1=CC(=NC(=C1)C1=CC=CC=C1)C1=CC=CC=C1)C1=CC(=NC(=C1)C1=CC=CC=C1)C1=CC=CC=C1)C1=CC=C(C=C1)N1C2=CC=CC=C2C=2C=C(C=CC12)C)C1=CC=C(C=C1)N1C2=CC=CC=C2C=2C=C(C=CC12)C